4-octadecenyl-1H-imidazole C(=CCCCCCCCCCCCCCCCC)C=1N=CNC1